C(C)(C)C=1C=2N(C=CC1)N=C(C2)[C@H]2N(CCC1=C2N=CN1)C(=O)C=1OC(=NN1)C=1C=NN(C1)C (S)-(4-(4-isopropylpyrazolo[1,5-a]pyridin-2-yl)-1,4,6,7-tetrahydro-5H-imidazo[4,5-c]pyridin-5-yl)(5-(1-methyl-1H-pyrazol-4-yl)-1,3,4-oxadiazol-2-yl)methanone